5-lauroyl glutamate N[C@@H](CCC(=O)OC(CCCCCCCCCCC)=O)C(=O)[O-]